(R)-8-(2-chloro-5-fluorophenyl)-1-(5-fluorobenzo[d]isothiazole-3-carboxamido)-6-oxo-5,6,7,8-tetrahydroimidazo[1,5-a]pyrazine ClC1=C(C=C(C=C1)F)[C@@H]1C=2N(CC(N1)=O)C=NC2NC(=O)C2=NSC1=C2C=C(C=C1)F